OC1=C2C([C@H]([C@@H](OC2=CC(=C1)O)C1=CC=C(C=C1)O)OC)=O (+)-(trans)-5,7-dihydroxy-2-(4-hydroxyphenyl)-3-methoxychroman-4-one